N,N'-bis(1,2,2-trimethylpropyl)-1,6-hexanediamine CC(C(C)(C)C)NCCCCCCNC(C(C)(C)C)C